ClC1=CC=C(C=C1)C1=NOC(=N1)N1CCC(CC1)C(=O)NCC1CN(CC1)C[C@@H]1CN(CCC1)C 1-[3-(4-Chlorophenyl)-1,2,4-oxadiazol-5-yl]-N-[(1-[[(3S)-1-methylpiperidin-3-yl]methyl]pyrrolidin-3-yl)methyl]piperidine-4-carboxamide